trans-N-(3-(difluoromethoxy)cyclobutyl)-6-((5-methyl-3-(6-methylpyridin-3-yl)isoxazol-4-yl)methoxy)pyridine-3-carboxamide FC(O[C@@H]1C[C@H](C1)NC(=O)C=1C=NC(=CC1)OCC=1C(=NOC1C)C=1C=NC(=CC1)C)F